tert-butyl ((3R,4R)-1-(5-(3-cyano-6-ethoxypyrazolo[1,5-a]pyridin-4-yl)pyridin-2-yl)-3-(2-(dimethylamino)ethoxy)piperidin-4-yl)carbamate C(#N)C=1C=NN2C1C(=CC(=C2)OCC)C=2C=CC(=NC2)N2C[C@H]([C@@H](CC2)NC(OC(C)(C)C)=O)OCCN(C)C